C(C)(C)(C)OC(=O)N1CC(C1)(C)[C@@](C1=CC=C(C=C1)C(C)C)(O)C1=CC(=NC=C1)Cl 3-[(S)-(2-chloro-pyridin-4-yl)-hydroxy-(4-isopropyl-phenyl)-methyl]-3-methyl-azetidine-1-carboxylic acid tert-butyl ester